(rac)-tert-Butyl 6-hydroxy-6-(4-isopropylphenyl)-2-azaspiro[3.4]octane-2-carboxylate O[C@]1(CC2(CN(C2)C(=O)OC(C)(C)C)CC1)C1=CC=C(C=C1)C(C)C |r|